4-methoxypyridin-2(1H)-one COC1=CC(NC=C1)=O